tetrabutylpyrazol C(CCC)C1(CC(N=N1)(CCCC)CCCC)CCCC